NC1=C(N=C(O1)C1=C(C(=CC(=C1)Cl)Cl)Cl)C#N 5-amino-2-(2,3,5-trichlorophenyl)oxazole-4-carbonitrile